2-chloro-6-methylisonicotinonitrile ClC=1C=C(C#N)C=C(N1)C